(R)-3-(2-bromophenoxy)-2,2-dimethyl-N-(1-methylpyrrolidin-3-yl)propionamide ethyl-((3-(hydroxymethyl)-1-(1-(cis-4-isopropylcyclohexyl)piperidin-4-yl)-1H-indol-2-yl)methyl)carbamate C(C)N(C(O)=O)CC=1N(C2=CC=CC=C2C1CO)C1CCN(CC1)[C@@H]1CC[C@@H](CC1)C(C)C.BrC1=C(OCC(C(=O)N[C@H]2CN(CC2)C)(C)C)C=CC=C1